tert-butyl 4-(2',6'-dioxo-2H-spiro[benzofuran-3,3'-piperidin]-7-yl)piperazine-1-carboxylate O=C1NC(CCC12COC1=C2C=CC=C1N1CCN(CC1)C(=O)OC(C)(C)C)=O